2-[5-cyano-2-[2-(4-fluorophenyl)ethyl]-6-isobutyl-3-(5-methyl-1,3,4-oxadiazol-2-yl)-4-pyridyl]ethyl (4-nitrophenyl) carbonate C(OCCC1=C(C(=NC(=C1C#N)CC(C)C)CCC1=CC=C(C=C1)F)C=1OC(=NN1)C)(OC1=CC=C(C=C1)[N+](=O)[O-])=O